C(C)(C)(C)OC(=O)N1CCC(CC1)C1CCN(CC1)C1=C(C=C(C=C1)N)C(F)(F)F 4-[1-[4-amino-2-(trifluoromethyl)phenyl]-4-piperidinyl]piperidine-1-carboxylic acid tert-butyl ester